methyl-1H,9H-pyrazolo[3,2-b]quinazoline CN1C=CC2=NC=3C=CC=CC3CN21